1,4,5,8-tetrakis(p-pentylanilino)anthraquinone C(CCCC)C1=CC=C(NC2=CC=C(C=3C(C4=C(C=CC(=C4C(C23)=O)NC2=CC=C(C=C2)CCCCC)NC2=CC=C(C=C2)CCCCC)=O)NC2=CC=C(C=C2)CCCCC)C=C1